C(C(=C)C)(=O)O.CO.CO dimethanol methacrylate